CO[C@@H](CN1N=C(C=C1)S(=O)(=O)N)C (R)-1-(2-methoxypropyl)-1H-pyrazole-3-sulfonamide